[Na+].NC1(CCC2(OCCO2)CC1)C(=O)[O-] 8-amino-1,4-dioxaspiro[4.5]decane-8-carboxylic acid sodium salt